ClC1=CC(=C(C=C1)CN1C(C2=CC(=CC(=C2[C@]1(OCC1(CC1)CO)C1=CC=C(C=C1)Cl)F)C(C)(C)O)=O)S(=O)(=O)C (3R)-2-[(4-Chloro-2-methansulfonylphenyl)methyl]-3-(4-chlorophenyl)-4-fluoro-3-{[1-(hydroxymethyl)cyclopropyl]methoxy}-6-(2-hydroxypropan-2-yl)-2,3-dihydro-1H-isoindol-1-on